O[C@@H]1C[C@H](N(C1)C([C@H](C(C)C)N1C(C2=CC=CC=C2C1)=O)=O)C(=O)NCC1=CC=C(C=C1)C1=C(N=CS1)C (2S,4R)-4-hydroxy-1-((S)-3-methyl-2-(1-oxoisoindolin-2-yl)butanoyl)-N-(4-(4-methylthiazol-5-yl)benzyl)pyrrolidine-2-carboxamide